C(C1CO1)OCCC[Si](OC1=CC=CC=C1)(OC1=CC=CC=C1)C γ-Glycidoxypropylmethyldiphenoxysilane